C1(CC1)[C@@H](C)C=1C(=C2CCCC2=CC1)NC(=O)N=S(=O)(N)C1=CN=C(S1)[C@@](CO)(C)O N'-((5-((R)-1-cyclopropylethyl)-2,3-dihydro-1H-inden-4-yl)carbamoyl)-2-((S)-1,2-dihydroxypropan-2-yl)thiazole-5-sulfonimidamide